2-(2-fluoroquinolin-7-yl)-3-(2-((1-methylcyclopentyl) methyl)oxazol-5-yl)-6,7-dihydro-5H-cyclopenta[b]pyridin-7-yl acetate C(C)(=O)OC1CCC=2C1=NC(=C(C2)C2=CN=C(O2)CC2(CCCC2)C)C2=CC=C1C=CC(=NC1=C2)F